Tert-butyl 4-[3-(2,6-dioxo-3-piperidyl)-5-fluoro-1-methyl-indazol-6-yl]piperidine-1-carboxylate O=C1NC(CCC1C1=NN(C2=CC(=C(C=C12)F)C1CCN(CC1)C(=O)OC(C)(C)C)C)=O